Folic acid-13C5 Ethyl-(((2-aminoethyl)thio)(ethoxy)phosphoryl)-L-alaninate C(C)N([C@@H](C)C(=O)O)P(=O)(OCC)SCCN.[13C]([13CH2][13CH2][13C@@H]([13C](=O)O)NC(=O)C1=CC=C(NCC2=CN=C3N=C(N)NC(=O)C3=N2)C=C1)(=O)O